N-[(3,4-dichlorophenyl)methyl]-cyclopropan-1-carboxamid ClC=1C=C(C=CC1Cl)CNC(=O)C1CC1